C(=O)(O)C1=C(C=CC=C1)C=1C2=CC=C(C=C2OC2=CC(C=CC12)=[N+](CC)CC)N(CC)CC [9-(2-carboxyphenyl)-6-diethylamino-3-xanthenylidene]-diethylammonium